C1(=CC(=CC=C1)C1=NN(C=C1NC1=CC=C(C=C1)S(N)(=O)=O)C=1SC=C(N1)C(=O)O)C1=CC=CC=C1 2-(3-([1,1'-biphenyl]-3-yl)-4-((4-sulfamoylphenyl)amino)-1H-pyrazol-1-yl)thiazole-4-carboxylic acid